CS(=O)(=O)OCCN1C(SC=2C=3N(C(=NC21)N)N=C(N3)C=3OC=CC3)=O 2-(5-amino-8-(furan-2-yl)-2-oxothiazolo[5,4-e][1,2,4]triazolo[1,5-c]pyrimidin-3(2H)-yl)-ethyl methanesulfonate